2-(3-isopropyl-2-(2-methylpyridin-4-yl)-1H-indol-5-yl)-N-methyl-N-(quinuclidin-3-yl)propionamide C(C)(C)C1=C(NC2=CC=C(C=C12)C(C(=O)N(C1CN2CCC1CC2)C)C)C2=CC(=NC=C2)C